imidazole oleate C(CCCCCCC\C=C/CCCCCCCC)(=O)O.N1C=NC=C1